Cl.N[C@H](C(=O)O)CC1=CC=C(C=C1)C1=NOC(=N1)C1=CC=C(C=C1)OCC (S)-2-amino-3-(4-(5-(4-ethoxyphenyl)-1,2,4-oxadiazol-3-yl)phenyl)propanoic acid hydrochloride